7-[2-(1-cyclopropylpyrazol-4-yl)-6-methyl-morpholin-4-yl]-9-(2,4-difluorophenyl)-3-methyl-2-(trifluoromethyl)pyrazino[1,2-a]pyrimidin-4-one C1(CC1)N1N=CC(=C1)C1CN(CC(O1)C)C=1N=C(C=2N(C(C(=C(N2)C(F)(F)F)C)=O)C1)C1=C(C=C(C=C1)F)F